4-(((tetrahydro-2H-pyran-2-yl)oxy)methyl)heptane O1C(CCCC1)OCC(CCC)CCC